4,6-Bis-[(4-hydroxyphenyl)methyl]-1,3-benzenediol OC1=CC=C(C=C1)CC1=C(C=C(C(=C1)CC1=CC=C(C=C1)O)O)O